Cl.NC1=C2N(C(N(C2=NC=N1)[C@H]1[C@H](CN(CC1)CCC1CCNCC1)F)=O)C1=CC=C(C=C1)OC1=CC=CC=C1 6-amino-9-[(3S,4R)-3-fluoro-1-[2-(piperidin-4-yl)ethyl]piperidin-4-yl]-7-(4-phenoxyphenyl)purin-8-one hydrochloride